OC1CN(C1)C(=O)N1CCN(CC1)C1=CC=C(C=N1)C#N 6-[4-(3-hydroxyazetidine-1-carbonyl)piperazin-1-yl]pyridine-3-carbonitrile